FC(C=1C=C(CN2C=C(C3=CC=CC=C23)/C(=C(/C(=O)OCC)\C#N)/O)C=C(C1)C(F)(F)F)(F)F Ethyl (Z)-3-(1-(3,5-bis(trifluoromethyl)benzyl)-1H-indol-3-yl)-2-cyano-3-hydroxyacrylate